OCCC=1C=CC(=C2NC=C(CCN(CC)CC)C12)C 4-(2-hydroxyethyl)-7-methyl-N,N-diethyltryptamine